p-ethylaminophenylboronic acid C(C)NC1=CC=C(C=C1)B(O)O